N-(3,4-difluorophenyl)-5-(2-((4-hydroxybicyclo[2.2.2]octan-1-yl)amino)-2-oxoacetyl)-1,2,4-trimethyl-1H-pyrrole-3-carboxamide FC=1C=C(C=CC1F)NC(=O)C1=C(N(C(=C1C)C(C(=O)NC12CCC(CC1)(CC2)O)=O)C)C